C(C1=CC=CC=C1)C1=C(C=CC=C1)NC(CBr)=O N-(2-benzyl-phenyl)-2-bromoacetamide